COC(C#C)(C)OC 3,3-dimethoxy-1-butyne